Biphenyl-2-yl-carbamic acid 1-(2-{3-[4-(3-diethylcarbamoyl piperidin-1-ylmethyl)phenyl]propionylamino}ethyl)piperidin-4-yl ester C(C)N(C(=O)C1CN(CCC1)CC1=CC=C(C=C1)CCC(=O)NCCN1CCC(CC1)OC(NC1=C(C=CC=C1)C1=CC=CC=C1)=O)CC